CC1=NC=C(C(=N1)N1C[C@@H]([C@H](CC1)OC=1C=C(C#N)C=CC1)F)C 3-(((3S,4S)-1-(2,5-dimethylpyrimidin-4-yl)-3-fluoropiperidin-4-yl)oxy)benzonitrile